4-(4-((2-phenylprop-1-en-1-yl)oxy)phenyl)butan-2-one C1(=CC=CC=C1)C(=COC1=CC=C(C=C1)CCC(C)=O)C